N1C(=CC=2C=NC=CC21)\C=C\2/C(NC1=CC(=C(C=C21)C2=CC1=C(OCCN1)N=C2)C)=O (Z)-3-((1H-pyrrolo[3,2-c]pyridin-2-yl)methylene)-5-(2,3-dihydro-1H-pyrido[2,3-b][1,4]oxazin-7-yl)-6-methylindolin-2-one